N-(4-(4-amino-7-cyano-3-(4-(cyclohexyloxy)-3-fluorophenyl)-1-methyl-1H-pyrrolo[3,2-c]pyridin-2-yl)-3-fluorophenyl)methacrylamide NC1=NC=C(C2=C1C(=C(N2C)C2=C(C=C(C=C2)NC(C(=C)C)=O)F)C2=CC(=C(C=C2)OC2CCCCC2)F)C#N